CN(CCOC1=C(C(=O)O)C=CN=C1)C 3-(2-(dimethylamino)ethoxy)isonicotinic acid